FS(C1=CC=C(C=C1)N[C@@H]1CC[C@H](CC1)S(=O)(=O)C1=CC=C(C=C1)C=1C=C2C(=NNC2=CC1)C(=O)N)(F)(F)(F)F 5-(4-{[trans-4-{[4-(pentafluoro-λ6-sulfanyl)phenyl]Amino}cyclohexyl]sulfonyl}phenyl)-1H-indazole-3-carboxamide